N-(2-Bromophenyl)-4-fluorothiobenzamide BrC1=C(C=CC=C1)NC(C1=CC=C(C=C1)F)=S